(4-amino-1-methyl-1H-pyrazolo[4,3-c][1,7]naphthyridin-8-yl)((3S)-3-(4-(trifluoromethyl)benzyl)-1-pyrrolidinyl)methanone NC1=NC=2C=NC(=CC2C2=C1C=NN2C)C(=O)N2C[C@H](CC2)CC2=CC=C(C=C2)C(F)(F)F